(3-chloro-1-isopropyl-1H-indazol-5-yl)-methanol ClC1=NN(C2=CC=C(C=C12)CO)C(C)C